1-ethyl-5-oxo-N-((4-((4-(4-(trifluoromethyl)piperidin-1-yl)phenyl)amino)cyclohexyl)methyl)pyrrolidine-3-carboxamide C(C)N1CC(CC1=O)C(=O)NCC1CCC(CC1)NC1=CC=C(C=C1)N1CCC(CC1)C(F)(F)F